N-(4-chloro-3-(1H-1,2,4-triazol-5-yl)thiophen-2-yl)-2-(quinolin-5-yl)acetamide ClC=1C(=C(SC1)NC(CC1=C2C=CC=NC2=CC=C1)=O)C1=NC=NN1